2-[(1E,3E,5E)-5-[1,3-dihydro-3,3-dimethyl-1-(4-sulfobutyl)-2H-indol-2-ylidene]-1,3-pentadien-1-yl]-3,3-dimethyl-1-(4-sulfobutyl)-3H-indolium CC1(/C(/N(C2=CC=CC=C12)CCCCS(=O)(=O)O)=C\C=C\C=C\C1=[N+](C2=CC=CC=C2C1(C)C)CCCCS(=O)(=O)O)C